C1(CC1)C=1NC(=NN1)C12CC(C1)(C2)C2CN(C2)C(=O)N2CC1(C2)CC(C1)N1N=C(N=C1)C(F)(F)F [3-[3-(5-cyclopropyl-4H-1,2,4-triazol-3-yl)-1-bicyclo[1.1.1]pentanyl]azetidin-1-yl]-[6-[3-(trifluoromethyl)-1,2,4-triazol-1-yl]-2-azaspiro[3.3]heptan-2-yl]methanone